FC(C=1C=C(C(=O)NC(C)C=2C(=NC=CN2)C(=O)NC(COC)(C)C)C=C(C1)C(F)(F)F)(F)F 3-[1-[[3,5-bis(trifluoromethyl)benzoyl]amino]ethyl]-N-(2-methoxy-1,1-dimethyl-ethyl)pyrazine-2-carboxamide